N1C=NC2=C1C=CC(=C2)N2C([C@@H]([C@@H]2C=2C=NC(=CC2)Br)C2CC2)=O (3R,4R)-1-(1H-benzo[d]imidazol-5-yl)-4-(6-bromopyridin-3-yl)-3-cyclopropylazetidin-2-one